tert-butyl ((1S,4S)-4-(1,3-dioxoisoindolin-2-yl)cyclohexyl)carbamate O=C1N(C(C2=CC=CC=C12)=O)C1CCC(CC1)NC(OC(C)(C)C)=O